tert-Butyl 2-[4-{5-chloro-2-[4-(trifluoromethyl)-1H-1,2,3-triazol-1-yl]phenyl}-5-methoxy-2-oxopyridin-1(2H)-yl]butanoate ClC=1C=CC(=C(C1)C1=CC(N(C=C1OC)C(C(=O)OC(C)(C)C)CC)=O)N1N=NC(=C1)C(F)(F)F